5-allylcarbamoyl-isophthalic acid C(C=C)NC(=O)C=1C=C(C=C(C(=O)O)C1)C(=O)O